CN1N=NN=C1NC(C1=C(C(=C(C=C1)S(=O)(=O)C)C)Cl)=O N-(1-methyl-tetrazole-5-yl)-2-chloro-3-methyl-4-methylsulfonyl-benzamide